tert-butyl (R)-3-((5-cyclopropyl-1,2,4-triazin-3-yl)amino)piperidine-1-carboxylate C1(CC1)C=1N=C(N=NC1)N[C@H]1CN(CCC1)C(=O)OC(C)(C)C